CS(=O)(=O)[O-].C(CC)[NH+]1CC(CC1)CC 1-Propyl-3-ethylpyrrolidinium methansulfonat